tert-butyl 6-({1-[6-(difluoromethyl) pyridin-3-yl]-4-methyl-1H-1,2,3-triazol-5-yl} methoxy)-1,2,3,4-tetrahydro-2,7-naphthyridine-2-carboxylate FC(C1=CC=C(C=N1)N1N=NC(=C1COC=1C=C2CCN(CC2=CN1)C(=O)OC(C)(C)C)C)F